Cl.ClC1=NC=CC(=C1)C(O)(C1(CNC1)C)C1=CC=C(C=C1)C(C)C (2-Chloro-pyridin-4-yl)-(4-isopropyl-phenyl)-(3-methyl-azetidin-3-yl)-methanol, hydrochloride salt